N-(5-((4-chlorobenzyl)oxy)-1,3,4-thiadiazol-2-yl)-3-(2,2-difluorobenzo[d][1,3]dioxol-4-yl)isonicotinamide ClC1=CC=C(COC2=NN=C(S2)NC(C2=C(C=NC=C2)C2=CC=CC=3OC(OC32)(F)F)=O)C=C1